(4-isopropylphenyl)dimethylsilane C(C)(C)C1=CC=C(C=C1)[SiH](C)C